octadecafluorohexadecane CCCCCCCC(C(C(C(C(C(C(C(C(F)(F)F)(F)F)(F)F)(F)F)(F)F)(F)F)(F)F)(F)F)F